8-(4-cyano-3-fluorophenyl)-6,9-dioxo-5-(4-(trifluoromethyl)benzyl)-2,5,8-triazaspiro[3.5]nonane-2-carboxamide C(#N)C1=C(C=C(C=C1)N1CC(N(C2(CN(C2)C(=O)N)C1=O)CC1=CC=C(C=C1)C(F)(F)F)=O)F